N-(2,4-difluoro-3-(5-(2-hydroxyphenyl)-1H-pyrazolo[3,4-b]pyridine-3-carbonyl)-phenyl)propane-1-sulfonamide FC1=C(C=CC(=C1C(=O)C1=NNC2=NC=C(C=C21)C2=C(C=CC=C2)O)F)NS(=O)(=O)CCC